4-[(2-hydroxy-1-tetradecyloxy)phenyl]-phenyl-iodonium hexafluoroantimonate F[Sb-](F)(F)(F)(F)F.OC(COC1=C(C=CC=C1)C1=CC=C(C=C1)[IH+])CCCCCCCCCCCC